FC(S(=O)(=O)OC=1C=C2C(NCC2=C(C1)C1=NN(C=C1)C1CC1)=O)(F)F 7-(1-Cyclopropyl-1H-pyrazol-3-yl)-3-oxoisoindolin-5-yl trifluoromethanesulfonate